BrC1=C2C=CNC2=C(C(=C1)F)CN (4-Bromo-6-fluoro-1H-indol-7-yl)methanamine